(dimethyl-silyl)boric acid C[SiH](C)OB(O)O